ClC=1C=C2C(=CC1)NC(C21CCN(CC1)CCOC=1C=C2CCC(N(C2=NC1)C(=O)OC(C)(C)C)=O)=O tert-butyl 6-(2-{5-chloro-2-oxo-1,2-dihydrospiro[indole-3,4'-piperidin]-1'-yl}ethoxy)-2-oxo-1,2,3,4-tetrahydro-1,8-naphthyridine-1-carboxylate